4-((E)-(3-((E)-4-(acryloyloxy)-2-methoxybenzylidene)-2-oxocyclopentylmethylene) methyl)-2-methoxyphenylacrylate C(C=C)(=O)OC1=CC(=C(\C=C/2\C(C(CC2)\C=C\C2=CC(=C(C=C2)OC(C=C)=O)OC)=O)C=C1)OC